1,1-bis-(4-iodophenyl)-ethane IC1=CC=C(C=C1)C(C)C1=CC=C(C=C1)I